N(C(=O)C)C=1C=C(NCCC#N)C=CC1 m-acetamino-cyanoethyl-aniline